1-[5-[3-cyano-6-(4-piperazin-1-ylphenyl)pyrazolo[1,5-a]pyridin-4-yl]-2-pyridyl]-4-ethyl-N-isopropyl-piperidine-4-carboxamide hydrochloric acid salt Cl.C(#N)C=1C=NN2C1C(=CC(=C2)C2=CC=C(C=C2)N2CCNCC2)C=2C=CC(=NC2)N2CCC(CC2)(C(=O)NC(C)C)CC